C1(CC1)CN1N=NC2=C1C=CC(=C2)C2=NC(=NO2)C=2SC=CC2C 1-(cyclopropylmethyl)-5-[3-(3-methylthiophen-2-yl)-1,2,4-oxadiazol-5-yl]-1H-1,2,3-benzotriazole